5-amino-2-(3-fluoro-2-((4-methylpyrimidin-2-yl)amino)phenyl)-6-(5-methyl-1H-indazol-4-yl)pyrimidine-4-carboxamide NC=1C(=NC(=NC1C1=C2C=NNC2=CC=C1C)C1=C(C(=CC=C1)F)NC1=NC=CC(=N1)C)C(=O)N